(1RS,4RS,5SR)-5-((5-cyclopropyl-3-(2,6-dichlorophenyl)isoxazol-4-yl)methoxy)-2-azabicyclo[2.2.1]heptane-2-carboxylic acid tert-butyl ester C(C)(C)(C)OC(=O)N1[C@H]2C[C@@H]([C@@H](C1)C2)OCC=2C(=NOC2C2CC2)C2=C(C=CC=C2Cl)Cl |r|